2-(4-chloro-2-fluoro-5-hydroxyphenyl)isoindole-1,3-dione ClC1=CC(=C(C=C1O)N1C(C2=CC=CC=C2C1=O)=O)F